FC=1C=C(C=CC1C)S(=O)(=O)NC=1C=C(C(=O)NC=2C=NC=CC2)C=CC1 3-((3-fluoro-4-methylphenyl)sulfonamido)-N-(pyridin-3-yl)benzamide